1-amino-5-[(2R,4S)-4-[7-methyl-6-(trifluoromethyl)-4-[3-(trifluoromethyl)-1-bicyclo[1.1.1]pentanyl]pyrido[2,3-d]pyrimidin-2-yl]tetrahydropyran-2-yl]pyridin-2(1H)-one NN1C(C=CC(=C1)[C@@H]1OCC[C@@H](C1)C=1N=C(C2=C(N1)N=C(C(=C2)C(F)(F)F)C)C21CC(C2)(C1)C(F)(F)F)=O